tetrahydro-6H,8H-pyrido[3,2,1-de]pteridin-6-one N1CNC2N=CC(N3C2=C1C=CC3)=O